BrC=1C=NN(C1)C[C@H](CNC(OC(C)(C)C)=O)O[Si](C)(C)C(C)(C)C tert-butyl (S)-(3-(4-bromo-1H-pyrazol-1-yl)-2-((tertbutyldimethylsilyl)oxy)-propyl)carbamate